2,5-dihydroxyphenyl-(diphenyl)phosphine oxide OC1=C(C=C(C=C1)O)P(C1=CC=CC=C1)(C1=CC=CC=C1)=O